2-[2,4-dioxo-7-(4-propoxyphenyl)-2H-pyrido[2,3-e][1,3]oxazin-3(4H)-yl]acetic acid O=C1OC2=C(C(N1CC(=O)O)=O)N=CC(=C2)C2=CC=C(C=C2)OCCC